C1(CCCC1)[C@@H](C)NCC1=C2C(=NC(=C1)C(=O)N)C(CC2)(C)C 4-((((R)-1-cyclopentylethyl)amino)methyl)-7,7-dimethyl-6,7-dihydro-5H-cyclopenta[b]pyridine-2-carboxamide